NC1=C(C=CC(=C1)NCCO)OC 2-amino-4-(β-hydroxyethylamino)1-methoxybenzene